Cl.C(C)(C)(C)C1=NC(=NO1)C(=O)NCC1=C(C=C(C=C1)C1=NC=NN2C1=CC(=C2)N2C[C@H](O[C@@H](C2)C)C)C |r| rac-5-(tert-butyl)-N-(4-(6-((2R,6R)-2,6-dimethylmorpholino)pyrrolo[2,1-f][1,2,4]triazin-4-yl)-2-methylbenzyl)-1,2,4-oxadiazole-3-carboxamide hydrochloride